NC1=C(C=CC(=C1)NCC1=CC=C(C=C1)F)NC(OCCC)=O Propyl (2-amino-4-((4-fluorobenzyl)amino)phenyl)carbamate